FC1CN(C1)C1=NC=CC=C1C1=NC=C2N(C(N(C2=N1)CC1=CC=C(C=C1)C=1N(C=C(N1)C(F)(F)F)C)=O)C 2-(2-(3-fluoroazetidin-1-yl)pyridin-3-yl)-7-methyl-9-(4-(1-methyl-4-(trifluoromethyl)-1H-imidazol-2-yl)benzyl)-7,9-dihydro-8H-purin-8-one